C(=O)C1=CN(C2=CC=CC(=C12)C)C(=O)OC(C)(C)C tert-Butyl 3-formyl-4-methyl-1H-indole-1-carboxylate